OC1=CC=C(C=C1)C(C#CCC)=O 1-(4-hydroxyphenyl)-2-pentyn-1-one